O1S(OCC1)(=O)=O 1,3,2-dioxathiolan 2,2-dioxide